1-(4-bromo-3-isopropoxyphenyl)thiourea BrC1=C(C=C(C=C1)NC(=S)N)OC(C)C